Cl.C(C=C)N(CC(CCl)O)CC=C Diallyl(3-chloro-2-hydroxypropyl)amin hydrochlorid